(3S,5R)-1-(((9H-fluoren-9-yl)methoxy)carbonyl)-5-carboxy-N,N,N-trimethylpyrrolidin-3-aminium chloride [Cl-].C1=CC=CC=2C3=CC=CC=C3C(C12)COC(=O)N1C[C@H](C[C@@H]1C(=O)O)[N+](C)(C)C